tert-Butyl (3R,5S)-4-(2-hydroxyethyl)-3,5-dimethylpiperazine-1-carboxylate OCCN1[C@@H](CN(C[C@@H]1C)C(=O)OC(C)(C)C)C